ON=C1CC(C1)C(=O)OC(C)(C)C tert-butyl 3-hydroxyiminocyclobutanecarboxylate